1-(2-hydroxyethyl)piperidine-4-carboxylic acid OCCN1CCC(CC1)C(=O)O